5-amino-1-[5-(triethoxysilyl)pentyl]-1H-tetrazole NC1=NN=NN1CCCCC[Si](OCC)(OCC)OCC